3-(6-hydroxy-3-oxo-3H-xanthen-9-yl)propanoic acid OC=1C=C2OC3=CC(C=CC3=C(C2=CC1)CCC(=O)O)=O